(R)-1-((7-chloro-2-(2'-chloro-3'-(4-(cyclopropylamino)piperidin-1-yl)-2-methylbiphenyl-3-yl)benzo[d]oxazol-5-yl)methyl)pyrrolidine-3-carboxylic acid ClC1=CC(=CC=2N=C(OC21)C=2C(=C(C=CC2)C2=C(C(=CC=C2)N2CCC(CC2)NC2CC2)Cl)C)CN2C[C@@H](CC2)C(=O)O